methyl 5-bromo-2,6-dichloropyrimidine-4-carboxylate BrC=1C(=NC(=NC1Cl)Cl)C(=O)OC